ClC=1C=C2C(=C3C1NC(NC31CCCCC1)=O)OC(=N2)CNCC2(COCC2)C 5-chloro-2-({[(3-methyloxolan-3-yl)methyl]amino}methyl)-7,8-dihydro-6H-spiro[[1,3]oxazolo[5,4-f]quinazoline-9,1'-cyclohexane]-7-one